NC=1N=C(C2=C(N1)C(N(C2=O)C)CC2=C(C=CC=C2)OC(F)(F)F)C=2OC=CC2 2-amino-7-((2-trifluoromethoxyphenyl)methyl)-4-(furan-2-yl)-6-methyl-5H,6H,7H-pyrrolo[3,4-d]pyrimidin-5-one